N[C@H]1CNCC12CCC2 (R)-8-amino-6-azaspiro[3.4]Octane